2-(benzyl-(6-p-toluenesulfonylimidazo[4,5-d]pyrrolo[2,3-b]pyridin-1(6H)-yl)amino)butan-1-ol C(C1=CC=CC=C1)N(C(CO)CC)N1C=NC=2C1=C1C(=NC2)N(C=C1)S(=O)(=O)C1=CC=C(C)C=C1